6-(3-isopropyl-5-(1,4-dioxaspiro[4.5]dec-8-yl)-1H-pyrrolo[3,2-b]pyridin-2-yl)-7,8-dimethyl-[1,2,4]triazolo[1,5-a]pyridine C(C)(C)C1=C(NC=2C1=NC(=CC2)C2CCC1(OCCO1)CC2)C=2C(=C(C=1N(C2)N=CN1)C)C